C(CCCC)OC(CCCCCN(CCO)CCN(CCCCCCCCCCCC)CCCCCCCCCCCC)=O Pentyl-6-((2-(didodecylamino)ethyl)(2-hydroxyethyl)amino)hexanoate